C1(CCCCC1)C(COCC=C)(COCC=C)CCC(CC)C 2-cyclohexyl-2-(3-methylpentyl)-1,3-diallyloxypropane